C(C)(=O)C=1C(=C(NC1C)C=O)C 4-ACETYL-3,5-DIMETHYL-PYRROLE-2-CARBOXALDEHYDE